(1E,6E)-1,7-bis(4-hydroxy-3'-methoxyphenyl)-1,6-heptadiene-3,5-dione OC1=C(C=C(C=C1)\C=C\C(CC(\C=C\C1=CC(=C(C=C1)O)OC)=O)=O)OC